tert-Butyl ((6-(3-cyanophenoxy)pyridin-3-yl)methyl)carbamate C(#N)C=1C=C(OC2=CC=C(C=N2)CNC(OC(C)(C)C)=O)C=CC1